ClC1=CC=C(OCC2=NN=C(S2)C2=C(C(=O)N)C(=CC(=N2)C)C2=C(C=C3C=CN(C3=C2)C)OC)C=C1 (5-((4-chlorophenoxy)methyl)-1,3,4-thiadiazol-2-yl)-4-(5-methoxy-1-methyl-1H-indol-6-yl)-6-methylnicotinamide